C(=C)C1=C(C(=CC(=C1)C(C)(C)C)C(C)(C)C)OP(=O)(OC1=C(C=C(C=C1C(C)(C)C)C(C)(C)C)C=C)OC1=C(C=C(C=C1C(C)(C)C)C(C)(C)C)C=C Tris(2-vinyl-4-t-butyl-6-t-butylphenyl)phosphate